((R)-11,11-difluoro-8-hydroxy-3-methyl-1,3,4,7,8,9,10,11-octahydro-2H-pyrido[4',3':3,4]pyrazolo[1,5-a]azepin-2-yl)methanone FC1(C=2N(CC(CC1)O)N=C1C2CN([C@@H](C1)C)C=O)F